Chlorodimethylsilane Cl[SiH](C)C